2-(benzothiazol-2-yl)phenol S1C(=NC2=C1C=CC=C2)C2=C(C=CC=C2)O